C1(=CC=CC=C1)C(C1=CC=CC=C1)=NC1=C2C(=NC=C1)N(N=C2)CC(C)(O)C 1-(4-((diphenylmethylene)amino)-1H-pyrazolo[3,4-b]pyridin-1-yl)-2-methylpropan-2-ol